P12OCC(CO1)(CO2)COC(CCC2=CC(=C(C(=C2)C(C)(C)C)O)C(C)(C)C)=O.C(C)CCO[Si](F)(F)F ethyl-trifluoro-ethoxysilane 2,6,7-tri-oxa-1-phosphabicyclo[2.2.2]oct-4-ylmethyl-3,5-di-tert-butyl-4-hydroxyhydrocinnamate